CS(=O)(=O)C1=CC(=C(C=C1)NCC#CC=1N(C2=CC=CC(=C2C1)NC1CCC(CC1)N1CCOCC1)CC#N)OC 2-(2-{3-[(4-methane-sulfonyl-2-methoxy-phenyl)amino]prop-1-yn-1-yl}-4-{[(1R,4R)-4-(morpholin-4-yl)cyclohexyl]amino}-1H-indol-1-yl)acetonitrile